COC(=O)C=1C(=NC=C(C1)C1CCOCC1)OC1=C(C=C(C=C1)C#N)OC 2-(4-cyano-2-methoxy-phenoxy)-5-tetrahydropyran-4-yl-pyridine-3-carboxylic acid methyl ester